O=[In] oxo-indium